2-fluoro-N-(6-(2-fluoro-6-methylphenyl)imidazo[1,2-a]pyridin-2-yl)cyclopropane-1-carboxamide FC1C(C1)C(=O)NC=1N=C2N(C=C(C=C2)C2=C(C=CC=C2C)F)C1